NC=1C(=C(C=CC1)CS(=O)(=O)N1C(C[C@H](CC1)NC=1C=C(C=CC1)C1=C(C(=C(S1)C(=O)OC(C)(C)C)OCC(=O)OC(C)(C)C)Cl)(C)C)F tert-butyl 5-[3-[[(4S)-1-[(3-amino-2-fluoro-phenyl)methylsulfonyl]-2,2-dimethyl-4-piperidyl]amino]phenyl]-3-(2-tert-butoxy-2-oxo-ethoxy)-4-chloro-thiophene-2-carboxylate